ethyl 2-bromo-2-(5-chloro-2-(cyclopropylmethoxy)phenyl)acetate BrC(C(=O)OCC)C1=C(C=CC(=C1)Cl)OCC1CC1